ClC1=CC(=C(O[C@@H](C(=O)O)C)C=C1)C (2R)-2-(4-chloro-2-methylphenoxy)propionic acid